Cl.C(C)N=C=NCCCN(C)C 1-Ethyl-3-[3-dimethylaminopropyl]carbodiimide hydrochloride